pregna-4-ene CC[C@H]1CC[C@H]2[C@@H]3CCC4=CCCC[C@]4(C)[C@H]3CC[C@]12C